2-hydroxypropyl-acrylamide OC(CC(C(=O)N)=C)C